3-{4-[(2S)-1-{[(R)-phenyl((3R)-1H,2H,3H,4H-pyrido[2,3-b]pyrazin-3-yl)methyl]amino}propan-2-yl]phenyl}propanoic acid C1(=CC=CC=C1)[C@H]([C@H]1CNC2=C(N1)N=CC=C2)NC[C@@H](C)C2=CC=C(C=C2)CCC(=O)O